(R)-N-(2-hydroxypropyl)-4-(2-(8-methoxy-2-methyl-1,2,3,4-tetrahydroisoquinolin-6-yl)-5H-pyrrolo[2,3-b]pyrazin-7-yl)-N-methylbenzamide O[C@@H](CN(C(C1=CC=C(C=C1)C1=CNC2=NC=C(N=C21)C=2C=C1CCN(CC1=C(C2)OC)C)=O)C)C